CC(=O)C(C(=O)O)C(C)(N)N alpha-acetyldiaminobutyric acid